N-(2-(4-methylpiperazin-1-yl)ethyl)benzamide CN1CCN(CC1)CCNC(C1=CC=CC=C1)=O